2-Amino-pentanedioic acid 5-tert-butyl ester C(C)(C)(C)OC(CCC(C(=O)O)N)=O